Cl.CN(C1=CC=CC=C1)C1=CC=CC=C1 N-methyldiphenylamine hydrochloride